[Si](OOC)([O-])([O-])[O-] methoxyl silicate